2,6-dimethyl-mercaptophenol CC1=C(C(=CC=C1S)C)O